tris(2,4-di-t-butylphenoxy)phosphine Cerium(III) chloride [Cl-].[Ce+3].C(C)(C)(C)C1=C(OP(OC2=C(C=C(C=C2)C(C)(C)C)C(C)(C)C)OC2=C(C=C(C=C2)C(C)(C)C)C(C)(C)C)C=CC(=C1)C(C)(C)C.[Cl-].[Cl-]